BrC=1C=C(C=CC1)C1=CC=CC2=CC=CC=C12 1-(3-bromo-phenyl)-naphthalene